CSC1=CC=C(CNC(=O)C23CC4(CC(CC(C2)C4)C3)C3=CC=C(C=C3)Cl)C=C1 3-(4-Chloro-phenyl)-adamantane-1-carboxylic acid 4-methylsulfanyl-benzylamide